N-(2,6-dimethyl-2H-pyrazolo[3,4-b]pyridin-5-yl)-1,1-diphenylmethanimine CN1N=C2N=C(C(=CC2=C1)N=C(C1=CC=CC=C1)C1=CC=CC=C1)C